4-(3-isopropyl-1H-indol-5-yl)piperidine-1-carboxylic acid tert-butyl ester C(C)(C)(C)OC(=O)N1CCC(CC1)C=1C=C2C(=CNC2=CC1)C(C)C